C(C1=CC=CC=C1)OCC1(OCC2=C1C=CC1=C2N(C(N1C1C(NC(CC1)=O)=O)=O)C)C 3-(6-((benzyloxy)methyl)-1,6-dimethyl-2-oxo-1,2,6,8-tetrahydro-3H-isobenzofuro[4,5-d]imidazol-3-yl)piperidine-2,6-dione